4-bromo-2,2,6,6-tetramethylpiperidine BrC1CC(NC(C1)(C)C)(C)C